(R or S)-1-(1-(2-fluoro-6-methylpyridin-4-yl)-1H-indazol-6-yl)spiro[2.2]pentane-1-carbonitrile FC1=NC(=CC(=C1)N1N=CC2=CC=C(C=C12)[C@]1(CC12CC2)C#N)C |o1:16|